6-bromo-4-(4-(pyrimidin-4-yl)piperazin-1-yl)quinazoline BrC=1C=C2C(=NC=NC2=CC1)N1CCN(CC1)C1=NC=NC=C1